S1C(=NN=C1)C=1C(=C2C(=NC1)N(C=C2)COCC[Si](C)(C)C)N[C@H]2CN(CCC2)C(=O)OC(C)(C)C tert-butyl (R)-3-((5-(1,3,4-thiadiazol-2-yl)-1-((2-(trimethylsilyl)ethoxy)methyl)-1H-pyrrolo[2,3-b]pyridin-4-yl)amino)piperidine-1-carboxylate